C(#C)C1=CC=CC=2C=C(C(OC21)C(F)(F)F)C(=O)[O-] 8-ethynyl-2-trifluoromethyl-2H-benzopyran-3-carboxylate